C12CC(CC(CC1)N2)OC=2C=C1C(=NC=NC1=C1C2OCC1)NC1=CC(=C(C=C1)OC1=CC=2N(C=C1)N=CN2)C 6-((exo-8-Azabicyclo[3.2.1]octan-3-yl)oxy)-N-(4-([1,2,4]triazolo[1,5-a]pyridin-7-yloxy)-3-methylphenyl)-8,9-dihydro-furo[2,3-h]quinazolin-4-amine